OC[C@H](C1=CC=CC=C1)NC1=CC(=NC=C1C1=NC(=NO1)C1CCN(CC1)C)NC1=CC=C2C(=N1)CNC2=O 2-[(4-{[(1S)-2-hydroxy-1-phenylethyl]amino}-5-[3-(1-methylpiperidin-4-yl)-1,2,4-oxadiazol-5-yl]pyridin-2-yl)amino]-6H,7H-pyrrolo[3,4-b]pyridin-5-one